N(=C=O)CCC1C2C(C(=C(C1)C2)CN=C=O)CCCN=C=O 5-(2-isocyanatoethyl)-2-isocyanatomethyl-3-(3-isocyanatopropyl)-bicyclo(2.2.1)heptaneN